acetic acid 1-phenylethyl ester C1(=CC=CC=C1)C(C)OC(C)=O